tert-butyl 4-(7-bromo-6-chloro-8-fluoro-2-((1-methylpiperidin-4-yl)oxy)quinazolin-4-yl)piperazin-1-carboxylate BrC1=C(C=C2C(=NC(=NC2=C1F)OC1CCN(CC1)C)N1CCN(CC1)C(=O)OC(C)(C)C)Cl